1-Chloro-2-(fluoromethoxy)-3-nitrobenzene ClC1=C(C(=CC=C1)[N+](=O)[O-])OCF